methylbromonaphthalene CC1=C(C2=CC=CC=C2C=C1)Br